NC=1C2=C(N=C(N1)C)N(C=C2C2=CC(=C(C=C2)NC(C(O)C2=CC(=CC=C2)F)=O)F)C N-(4-(4-amino-2,7-dimethyl-7H-pyrrolo[2,3-d]pyrimidin-5-yl)-2-fluorophenyl)-2-(3-fluorophenyl)-2-hydroxyacetamide